N1(CCNCC1)C(=O)C1=CC=C(C=C1)C=1C=NC=C(C(=O)NC2=CC=C(C=C2)F)C1 5-(4-(piperazine-1-carbonyl)phenyl)-N-(4-fluorophenyl)nicotinamide